O=C1C(CCC(C1O)C(C)C)C ketomenthol